C(#N)C1=CC(=C(COC2=CC=CC(=N2)C2CCN(CC2)C2(CC2)C2=NC3=C(N2C[C@H]2OCC2)C=C(C=C3)C(=O)OC)C=C1)F methyl (S)-2-(1-(4-(6-((4-cyano-2-fluorobenzyl) oxy) pyridin-2-yl) piperidin-1-yl) cyclopropyl)-1-(oxetan-2-ylmethyl)-1H-benzo[d]imidazole-6-carboxylate